N-(bicyclo[1.1.1]pentan-1-yl)-4-bromo-2-(methylsulfonyl)benzamide C12(CC(C1)C2)NC(C2=C(C=C(C=C2)Br)S(=O)(=O)C)=O